NC=1NC=C(N1)C=1C=C(C=C(C1)Cl)[C@@H]1COCCN1C(C=C)=O (R)-1-(3-(3-(2-amino-1H-imidazol-4-yl)-5-chlorophenyl)morpholino)prop-2-en-1-one